CC1=CC=C(C=C1)S(=O)(=O)[O-] toluene-4-sulfonate